phosphoribosyl-adenine P(=O)(O)(O)C1=NC2=NC(=NC(=C2N1)N)C1[C@H](O)[C@H](O)[C@H](O1)CO